7-(trifluoromethyl)-4H-chromeno[4,3-d]thiazol-2-amine FC(C=1C=CC2=C(C1)OCC1=C2N=C(S1)N)(F)F